C1=C(C=CC=2C3=CC=CC=C3C3=CC=CC=C3C12)C=1C=C(C=CC1)C=1C2=C(N=CN1)C1=C(O2)C=CC(=C1)C1=CC(=CC=C1)C1=CC=2C3=CC=CC=C3C3=CC=CC=C3C2C=C1 4,8-bis[3-(triphenylen-2-yl)phenyl]-[1]benzofuro[3,2-d]pyrimidine